C1(=CC=CC=C1)C1=CC=C2CCC3(C2=C1)CCC1=CC=C(C=C13)C1=CC=CC=C1 (R)-6,6'-diphenyl-1,1'-spirobiindan